CS(=O)(=O)N1CCC(CC1)NC1=NC=C(C(=N1)C=1SC(=CN1)C)C(F)(F)F N-(1-(methylsulfonyl)piperidin-4-yl)-4-(5-methylthiazol-2-yl)-5-(trifluoromethyl)pyrimidin-2-amine